CC1=CC=CC(=N1)C1=NN(C=C1C1=CC=NC2=CC=CC=C12)CC(=O)NC=1C=C(C(=O)OCCN(C(OC(C)(C)C)=O)C)C=C(C1)F tert-butyl 2-(3-(2-(3-(6-methylpyridin-2-yl)-4-(quinolin-4-yl)-1H-pyrazol-1-yl)acetamido)-5-fluorobenzoyloxy)ethylmethylcarbamate